OCC[C@H](C(=O)OCC)C Ethyl (R)-4-hydroxy-2-methylbutanoate